BrC1(CC=C(C=C1)C=1C(=CC=CC1)C1=CC=CC=C1)Br 4,4-dibromo-terphenyl